C1(CC1)C1=C(C(=NO1)C1=C(C=CC=C1Cl)Cl)CO[C@@]12N(C([C@H](CC1)C2)=O)C=2C=CC(=C(C(=O)N)C2)F (1S,4R,5R)-5-{[5-cyclopropyl-3-(2,6-dichlorophenyl)-1,2-oxazol-4-yl]methoxyl-3-oxo-2-azabicyclo[2.2.1]heptan-2-yl}-2-fluorobenzamide